(3,5-di-tert-butyl-4-hydroxyphenyl)-propionate C(C)(C)(C)C=1C=C(C=C(C1O)C(C)(C)C)OC(CC)=O